O=C1NC(CCC1N1C(C2=CC=C(C=C2C1=O)N1C(CN(CC1C)CC1CCN(CC1)CCOC1=CC=C(C=C1)C(=C(CC)C1=CC=CC=C1)C1=CC=CC=C1)C)=O)=O 2-(2,6-dioxopiperidin-3-yl)-5-(4-((1-(2-(4-(1,2-diphenylbut-1-en-1-yl)phenoxy)ethyl)piperidin-4-yl)methyl)-2,6-dimethylpiperazin-1-yl)isoindoline-1,3-dione